(R)-3,3-dimethyl-1-oxo-1-((S)-6-(((S)-3-oxo-1-((S)-2-oxopyrrolidin-3-yl)-4-(trifluoromethoxy)butan-2-yl)carbamoyl)-5-azaspiro[2.4]heptan-5-yl)butan-2-yl tert-butylcarbamate C(C)(C)(C)NC(O[C@@H](C(N1CC2(CC2)C[C@H]1C(N[C@@H](C[C@H]1C(NCC1)=O)C(COC(F)(F)F)=O)=O)=O)C(C)(C)C)=O